CC=1C(=NOC1C)NS(=O)(=O)C1=C(C=CC=C1)F N-(4,5-dimethylisoxazol-3-yl)-2-fluorobenzenesulfonamide